3-formyl-5-methyl-4-(2-(trifluoromethyl)pyrimidin-5-yl)benzonitrile C(=O)C=1C=C(C#N)C=C(C1C=1C=NC(=NC1)C(F)(F)F)C